BrC1=CC(=C(C(=O)OCC2=CC=CC=C2)C(=C1)F)F Benzyl 4-bromo-2,6-difluorobenzoate